FC(CN1CCC(CC1)N)(F)F 1-(2,2,2-trifluoroethyl)piperidin-4-amine